O1N=C(C=C1)NCC1=C(C(=CC=C1)N)N 3-{[(1,2-oxazol-3-yl)amino]-methyl}benzene-1,2-diamine